5-(2-Aminoacetyl)-8,11-bis(2-methoxyethyl)-7,10-dioxo-2-oxa-5,8,11-triazatetradecane-14-oic acid NCC(=O)N(CCOC)CC(N(CC(N(CCC(=O)O)CCOC)=O)CCOC)=O